(3-(2-chloro-5-((1R,3R)-2,2-dichloro-3-(3,4-dichlorophenyl)cyclopropane-1-carboxamido)-3-methylbenzamido)-2,4-difluorophenyl)carbamic acid tert-butyl ester C(C)(C)(C)OC(NC1=C(C(=C(C=C1)F)NC(C1=C(C(=CC(=C1)NC(=O)[C@@H]1C([C@H]1C1=CC(=C(C=C1)Cl)Cl)(Cl)Cl)C)Cl)=O)F)=O